4-(AMINOMETHYL)-3-CYCLOPROPOXYBENZALDEHYDE NCC1=C(C=C(C=O)C=C1)OC1CC1